ClC1=C(C=CC(=C1)C1=NNC2=NC=C(C=C21)C=2C=CC1=C(CC[C@H](CC1)N1CCCC1)C2)C(=O)N2CCC(CC2)OC (S)-(2-Chloro-4-(5-(7-(pyrrolidin-1-yl)-6,7,8,9-tetrahydro-5H-benzo[7]annulen-2-yl)-1H-pyrazolo[3,4-b]pyridin-3-yl)phenyl)(4-methoxypiperidin-1-yl)methanone